4-acetyl-3,4-dihydroquinoxalin-2(1H)-one C(C)(=O)N1CC(NC2=CC=CC=C12)=O